3-(3-((4'-chloro-[1,1'-biphenyl]-4-yl)methyl)-1,2,4-oxadiazol-5-yl)-2-(diethoxyphosphoryl)propanoate ClC1=CC=C(C=C1)C1=CC=C(C=C1)CC1=NOC(=N1)CC(C(=O)[O-])P(=O)(OCC)OCC